N-(4-(3-amino-7-(1-(2-(dimethylamino)-2-oxoethyl)-1H-pyrazol-3-yl)-1H-pyrazolo[4,3-c]pyridin-4-yl)benzyl)-5-fluoro-2-methoxybenzamide NC1=NNC2=C1C(=NC=C2C2=NN(C=C2)CC(=O)N(C)C)C2=CC=C(CNC(C1=C(C=CC(=C1)F)OC)=O)C=C2